C(C(C)C)C1=CC=C(C=C1)C(C=O)C 2-(4-Isobutylphenyl)propanal